4-(5-(3,3-difluorocyclobutane-1-carboxamido)pyridin-2-yl)-1-methyl-1H-1,2,3-triazole-5-carboxylic acid FC1(CC(C1)C(=O)NC=1C=CC(=NC1)C=1N=NN(C1C(=O)O)C)F